S(N)(OC[C@@H]1[C@H](C[C@@H](C1)NC1=NC=NC=C1C(=O)C=1SC(=C(C1)[C@H](CC1=CC=CC=C1)O)Cl)O)(=O)=O [(1R,2S,4R)-4-{[5-({5-chloro-4-[(1S)-1-hydroxy-2-phenylethyl]-2-thienyl}carbonyl)pyrimidin-4-yl]amino}-2-hydroxycyclopentyl]methyl sulfamate